N-(5-(4-((2,6-dimethyltetrahydro-2H-pyran-4-yl)amino)cinnolin-6-yl)thiazol-2-yl)-2,2,6,6-tetramethyltetrahydro-2H-pyran-4-carboxamide CC1OC(CC(C1)NC1=CN=NC2=CC=C(C=C12)C1=CN=C(S1)NC(=O)C1CC(OC(C1)(C)C)(C)C)C